7-chloro-N-((S)-1-(((S)-1-cyano-2-((S)-2-oxopiperidin-3-yl)ethyl)amino)-3-cyclopropyl-1-oxopropan-2-yl)-4-methoxy-1H-indole-2-carboxamide ClC=1C=CC(=C2C=C(NC12)C(=O)N[C@H](C(=O)N[C@@H](C[C@H]1C(NCCC1)=O)C#N)CC1CC1)OC